1,1-bis(4-glycidoxyphenyl)ethane C(C1CO1)OC1=CC=C(C=C1)C(C)C1=CC=C(C=C1)OCC1CO1